1,2-dimyristoyl-sn-glycero-3-phosphoserine C(CCCCCCCCCCCCC)(=O)OC[C@@H](OC(CCCCCCCCCCCCC)=O)COP(=O)(O)OC[C@H](N)C(=O)O